methyl 6-chloro-7-[3-(hydroxymethyl)-1,5-dimethyl-pyrazol-4-yl]-3-(3-methoxy-3-oxo-propyl)-1-methyl-indole-2-carboxylate ClC1=CC=C2C(=C(N(C2=C1C=1C(=NN(C1C)C)CO)C)C(=O)OC)CCC(=O)OC